CC(C)(S[SiH](SC(C)(C)C)SC(C)(C)C)C tris(1,1-dimethylethylthio)silane